NC(C=1C=C(C[C@@H](C(=O)OC)[C@@H](C)NC(C2=CC=C(C=C2)C2=CC=[N+](C=C2)[O-])=O)C=CC1)=N Methyl (2R,3R)-2-{3-[amino(imino)methyl]benzyl}-3-{[4-(1-oxidopyridin-4-yl)benzoyl]amino}butanoat